ClC1=NN=C(C=2C(CCCC12)C)Cl 1,4-dichloro-5-methyl-5,6,7,8-tetrahydrophthalazine